2,4,6-tris[3,5-bis(dimethylamino)-2,6-dihydroxyphenyl]triazinyl-zirconium dichloride [Cl-].[Cl-].CN(C=1C(=C(C(=C(C1)N(C)C)O)N1NC(=C(C(=N1)C1=C(C(=CC(=C1O)N(C)C)N(C)C)O)[Zr+2])C1=C(C(=CC(=C1O)N(C)C)N(C)C)O)O)C